[Pd].C1(=CC=CC=C1)P(C1=CC=CC=C1)C1=CC=CC=C1 triphenylphosphine palladium